1,2-Bis(dimethyl-arsino)benzene C[As](C1=C(C=CC=C1)[As](C)C)C